(R)-1'-(6-((2-amino-3-chloropyridin-4-yl)thio)-1,2,4-triazin-3-yl)-1,3-dihydrospiro[indene-2,4'-piperidin]-1-amine NC1=NC=CC(=C1Cl)SC1=CN=C(N=N1)N1CCC2(CC1)[C@H](C1=CC=CC=C1C2)N